ClC=1C=C(OCC(C(=O)O)=C)C=C(C1)NC(NCC=1C=C2CN(C(C2=CC1F)=O)C1C(NC(CC1)=O)=O)=O 2-[[3-chloro-5-[[2-(2,6-dioxo-3-piperidyl)-6-fluoro-1-oxo-isoindolin-5-yl]methylcarbamoylamino]phenoxy]methyl]prop-2-enoic acid